BrC1=NC(=CC(=C1OCOC)OC(C(C)O)C)I 3-((2-bromo-6-iodo-3-(methoxymethoxy)pyridin-4-yl)oxy)butan-2-ol